4-cyclopropoxy-6-(1H-imidazol-1-yl)-N-(2-(trifluoromethyl)pyridin-4-yl)pyridinecarboxamide C1(CC1)OC1=CC(=NC(=C1)N1C=NC=C1)C(=O)NC1=CC(=NC=C1)C(F)(F)F